N-(4-((2-Aminoethyl)amino)-2-chlorophenyl)-5-chloro-2-hydroxybenzamide hydrochloride Cl.NCCNC1=CC(=C(C=C1)NC(C1=C(C=CC(=C1)Cl)O)=O)Cl